FC1=C(C=CC(=C1F)C)C=1N=NN(C1)[C@H]1[C@H]([C@H](O[C@@H]([C@@H]1OC)CC1=CC(=NO1)C1(CCCC1)O)CO)O (2R,3R,4S,5R,6R)-4-(4-(2,3-difluoro-4-methylphenyl)-1H-1,2,3-triazol-1-yl)-6-((3-(1-hydroxycyclopentyl)isoxazol-5-yl)methyl)-2-(hydroxymethyl)-5-methoxytetrahydro-2H-pyran-3-ol